1-(4-(2-chloro-9-methyl-9H-purin-6-yl)piperazin-1-yl)ethanone ClC1=NC(=C2N=CN(C2=N1)C)N1CCN(CC1)C(C)=O